N-((1R,2R)-2-((furan-2-ylmethyl)amino)-1,2-diphenylethyl)-trifluoromethanesulfonamide O1C(=CC=C1)CN[C@@H]([C@@H](C1=CC=CC=C1)NS(=O)(=O)C(F)(F)F)C1=CC=CC=C1